2-[6,7-dichloro-1-[1-(2-hydroxyethyl)triazol-4-yl]-3-(1H-pyrazol-4-yl)indol-4-yl]oxyacetonitrile ClC1=CC(=C2C(=CN(C2=C1Cl)C=1N=NN(C1)CCO)C=1C=NNC1)OCC#N